6-chloro-3-(2-methyl-1,3-dioxolan-2-yl)-2-pyridyl-hydrazine ClC1=CC=C(C(=N1)NN)C1(OCCO1)C